piperidin-4-yl 4-(pyrazin-2-yl)-3,4-dihydroquinoxaline-1(2H)-carboxylate N1=C(C=NC=C1)N1CCN(C2=CC=CC=C12)C(=O)OC1CCNCC1